ethyl (S)-2-((2-bromo-6-nitrophenyl)amino)pentanoate BrC1=C(C(=CC=C1)[N+](=O)[O-])N[C@H](C(=O)OCC)CCC